C(=O)(O)C1C(N(C(C1C(=O)O)(C)C)O)(C)C 3,4-dicarboxy-1-hydroxy-2,2,5,5-tetramethylpyrrolidine